OCCCOC1=CC=C(C=C1)O 4-(3-hydroxypropoxy)phenol